C(C)OC(=O)C1=NC(=C(N=C1N1CCC2(CC1)[C@@H](C1=CC(=CC=C1C2)C(C)(C)O)N)C)C2=C(C(=CC=C2)Cl)Cl (S)-3-(1-amino-6-(2-hydroxypropan-2-yl)-1,3-dihydrospiro[indene-2,4'-piperidin]-1'-yl)-6-(2,3-dichlorophenyl)-5-methylpyrazine-2-carboxylic acid ethyl ester